3-acryloxy-propyl-trimethoxysilane C(C=C)(=O)OCCC[Si](OC)(OC)OC